3-(4-Amino-3-bromo-1H-pyrazolo[3,4-d]pyrimidin-1-yl)cyclopentan-1-ol NC1=C2C(=NC=N1)N(N=C2Br)C2CC(CC2)O